BrC1=CC(=C2CC(NC2=C1)=O)F 6-bromo-4-fluoroindolin-2-one